BrC1=CC=C2C=NN(C2=C1)C=1C=NN(C1)C1CC1 6-bromo-1-(1-cyclopropyl-1H-pyrazol-4-yl)-1H-indazole